C(C=CC=CCCCCCCC(=O)O)(=O)O dodecadiendioic acid